C(C=1C(O)=CC=CC1)(=O)[O-].C[NH+]1[C@@H](CCC1)C=1C(=NC=CC1)C (2S)-1-methyl-2-(2-methylpyridin-3-yl)pyrrolidin-1-ium salicylate